(E)-2-(4-(prop-2-yn-1-yloxy)phenyl)ethene-1-sulfonyl fluoride C(C#C)OC1=CC=C(C=C1)/C=C/S(=O)(=O)F